C(C)(C)(C)OC(=O)N1CC2=CC=C(C=C2C1)C1=CSC=C1 5-(thiophen-3-yl)isoindoline-2-carboxylic acid tert-butyl ester